ClC1=CC(=C(C=C1)C1=NC(=CC=2N=C(N(C(C21)=O)C)C)N2C[C@H](OCC2)C2=CC(=NC=C2)OC)F 5-(4-chloro-2-fluorophenyl)-7-((2R)-2-(2-methoxy-4-pyridinyl)-4-morpholinyl)-2,3-dimethylpyrido[4,3-d]pyrimidin-4(3H)-one